9-benzyl-6-(3-carbamimidamidopropyl)-12-(1H-imidazol-4-ylmethyl)-3-(1H-indol-3-ylmethyl)-2,5,8,11,14,17-hexaoxo-1,4,7,10,13,18-hexaazacyclotricosane-23-carboxamide C(C1=CC=CC=C1)C1C(NC(C(NC(C(NC(CCCCNC(CCC(NC(C(N1)=O)CC=1N=CNC1)=O)=O)C(=O)N)=O)CC1=CNC2=CC=CC=C12)=O)CCCNC(=N)N)=O